2-(((1-(2-fluoroethyl)azetidin-3-yl)carbamoyl)oxy)-3-(palmitoyloxy)propyl oleate C(CCCCCCC\C=C/CCCCCCCC)(=O)OCC(COC(CCCCCCCCCCCCCCC)=O)OC(NC1CN(C1)CCF)=O